(S)-1-((oxetan-2-yl)methyl)-2-((7-phenethyl-3,4-dihydroisoquinolin-2(1H)-yl)methyl)-1H-benzo[d]imidazole-6-carboxylic acid tert-butyl ester C(C)(C)(C)OC(=O)C=1C=CC2=C(N(C(=N2)CN2CC3=CC(=CC=C3CC2)CCC2=CC=CC=C2)C[C@H]2OCC2)C1